2-(3-((1r,3r)-3-chloro-1-(4-methyl-4H-1,2,4-triazol-3-yl)cyclobutyl)phenyl)-6-(((1-methylcyclobutyl)amino)methyl)-4-(trifluoromethyl)isoindolin-1-one hydrochloride Cl.ClC1CC(C1)(C1=NN=CN1C)C=1C=C(C=CC1)N1C(C2=CC(=CC(=C2C1)C(F)(F)F)CNC1(CCC1)C)=O